7,8-difluoro-1,4-dimethyl-1,4-dihydroquinoxaline-2,3-dione FC1=CC=C2N(C(C(N(C2=C1F)C)=O)=O)C